tert-butyl 5-[[1-[4-[(2,6-dioxo-3-piperidyl)amino]phenyl]-4-piperidyl]amino]-3,4-dihydro-1H-isoquinoline-2-carboxylate O=C1NC(CCC1NC1=CC=C(C=C1)N1CCC(CC1)NC1=C2CCN(CC2=CC=C1)C(=O)OC(C)(C)C)=O